N-((1-fluorocyclobutyl)methyl)-5-(3-(1-methyl-1H-pyrazol-4-yl)pyrazolo[1,5-a]pyridin-5-yl)-7H-pyrrolo[2,3-d]pyrimidin-2-amine FC1(CCC1)CNC=1N=CC2=C(N1)NC=C2C2=CC=1N(C=C2)N=CC1C=1C=NN(C1)C